(1S)-1-allyl-6-chloro-2,3,4,9-tetrahydro-1H-pyrido[3,4-b]indole C(C=C)[C@@H]1NCCC2=C1NC1=CC=C(C=C21)Cl